tert-Butyl N-[[2-(allyloxymethyl)-4-cyano-phenyl]methyl]-N-tert-butoxycarbonyl-carbamate C(C=C)OCC1=C(C=CC(=C1)C#N)CN(C(OC(C)(C)C)=O)C(=O)OC(C)(C)C